C(C)(C)(C)OC(=O)N/C(/N1[C@@H](CCC1)C1=NC(=NO1)C1=CC(=C(C=C1)OCCCCO)C(F)(F)F)=N/C(OC(C)(C)C)=O Tert-butyl (S,Z)-(((tert-butoxycarbonyl)amino)(2-(3-(4-(4-hydroxybutoxy)-3-(trifluoromethyl)phenyl)-1,2,4-oxadiazol-5-yl)pyrrolidin-1-yl)methylene)carbamate